4-amino-4'-bromo-5-((4-sulfamoylphenyl)amino)-[1,1'-biphenyl]-3-carboxamide NC1=C(C=C(C=C1NC1=CC=C(C=C1)S(N)(=O)=O)C1=CC=C(C=C1)Br)C(=O)N